NC1=C(C(=O)NC23CCC(CC2)(CC3)O)C=C(C=N1)C1=CC=C(C=C1)[C@@]13CN(C[C@H]3C1)C1CCOCC1 2-amino-N-(4-hydroxybicyclo-[2.2.2]octan-1-yl)-5-(4-((1R,5S)-3-(tetrahydro-2H-pyran-4-yl)-3-azabicyclo[3.1.0]hexan-1-yl)phenyl)nicotinamide